C1(=CC(=CC=C1)CNCC1=CC(=NC=C1)N1CCCCC1)C 1-(m-tolyl)-N-[[2-(1-piperidinyl)-4-pyridinyl]methyl]methylamine